methyl 3-chloro-5-[[2,4-difluoro-5-[2-(2-hydroxyethoxy)phenyl]phenyl]sulfamoyl]-4-methoxybenzoate ClC=1C=C(C(=O)OC)C=C(C1OC)S(NC1=C(C=C(C(=C1)C1=C(C=CC=C1)OCCO)F)F)(=O)=O